(S)-tert-butyl (1-(3,4-dichlorobenzyl)-2-oxopyrrolidin-3-yl)carbamate ClC=1C=C(CN2C([C@H](CC2)NC(OC(C)(C)C)=O)=O)C=CC1Cl